Pyrrolo[3,2-d]Pyridazine-7-carboxamide N1C=CC=2C=NN=C(C21)C(=O)N